5,6-dichloro-2-methyl-pyridin-3-amine ClC=1C=C(C(=NC1Cl)C)N